COCCOC1=CC=C(C=C1)N1CCN(CC1)C(C(O)([2H])[2H])([2H])[2H] 2-{4-[4-(2-methoxyethoxy)phenyl]piperazin-1-yl}(2H4)ethanol